C(\C=C/C(=O)O)(=O)O.C=CC1=CC=CC=C1 Styrene maleic acid Salt